2-((4-((4-cyano-2-fluorophenoxy)methyl)pyridin-2-ylmethyl)piperazin-1-ylmethyl)-1-((1-Ethyl-1H-imidazol-5-yl)methyl)-1H-benzo[d]imidazole-6-carboxylic acid methyl ester COC(=O)C=1C=CC2=C(N(C(=N2)C(N2CCNCC2)CC2=NC=CC(=C2)COC2=C(C=C(C=C2)C#N)F)CC2=CN=CN2CC)C1